C1(=CC=CC=C1)N1C(C2=CC=CC=C2C(C1=O)=N)=O 2-phenyl-4-iminoisoquinoline-1,3-dione